2-[[4-(4-Fluorophenyl)-5-(furan-2-yl)-4H-1,2,4-triazol-3-yl]sulfanyl]-N'-[(4-methylphenyl)methylidene]acetohydrazide FC1=CC=C(C=C1)N1C(=NN=C1C=1OC=CC1)SCC(=O)NN=CC1=CC=C(C=C1)C